tert-Butyl 2-(5-fluoro-6-methylpyridin-2-yl)-7-azaspiro[3.5]nonane-7-carboxylate FC=1C=CC(=NC1C)C1CC2(C1)CCN(CC2)C(=O)OC(C)(C)C